N-cyclopropyl-1-[8-(1,2,3-triazol-2-yl)-6H-isochromeno[3,4-b]pyridin-3-yl]pyrrolidin-3-amine C1(CC1)NC1CN(CC1)C1=CC=C2C(=N1)OCC=1C=C(C=CC12)N1N=CC=N1